6-((1R,2R,5S)-2-benzyl-3-azabicyclo[3.1.0]hexan-3-yl)-4-((R)-2-methylmorpholino)pyridin-2(1H)-one C(C1=CC=CC=C1)[C@@H]1[C@@H]2C[C@@H]2CN1C1=CC(=CC(N1)=O)N1C[C@H](OCC1)C